6-(N-(3-(1-(cyclohexylmethyl)-5-methyl-1H-pyrazol-4-yl)-6-(8-(methoxycarbonyl)-3,4-dihydroisoquinolin-2(1H)-yl)picolinoyl)sulfamoyl)hexanoic acid C1(CCCCC1)CN1N=CC(=C1C)C=1C(=NC(=CC1)N1CC2=C(C=CC=C2CC1)C(=O)OC)C(=O)NS(=O)(=O)CCCCCC(=O)O